(1S,2R,3R,5R)-3-((S)-(4-chloro-3-fluorophenyl)(hydroxy)methyl)-5-((E)-4-hydrazineylidene-1,4-dihydro-7H-pyrrolo[2,3-d]pyrimidin-7-yl)cyclopentane-1,2-diol ClC1=C(C=C(C=C1)[C@H]([C@@H]1[C@H]([C@H]([C@@H](C1)N1C=CC\2=C1NC=N/C2=N/N)O)O)O)F